7-(2-phenylethyl)-5-amino-2-(2-furyl)-pyrazolo-[4,3-e]-1,2,4-triazolo[1,5-c]pyrimidine C1(=CC=CC=C1)CCN1N=CC=2C=3N(C(=NC21)N)N=C(N3)C=3OC=CC3